bicyclo[1.1.1]pentan-1-ylmethyl 4-methylbenzenesulfonate CC1=CC=C(C=C1)S(=O)(=O)OCC12CC(C1)C2